O=C1NC(CCC1N1C(C2=CC=CC(=C2C1=O)OCC(N1CCC(CC1)C1CCNCC1)=O)=O)=O 2-(2,6-dioxo-3-piperidyl)-4-[2-oxo-2-[4-(4-piperidyl)-1-piperidyl]ethoxy]isoindoline-1,3-dione